7,7-dimethyldibenzo[c,e]oxepin-5(7H)-one CC1(C2=C(C3=C(C(O1)=O)C=CC=C3)C=CC=C2)C